BrCC1OCCC1 bromomethyl-tetrahydrofuran